N4-octadecyl-1-β-D-arabinopentofuranosyl-cytosine C(CCCCCCCCCCCCCCCCC)NC1=NC(N(C=C1)[C@H]1[C@@H](O)[C@H](O)[C@H](O1)CO)=O